4-(benzofuran-2-carbonyl)-1-(5-((2-chlorobenzyl)thio)-1,3,4-thiadiazol-2-yl)-3-hydroxy-5-(3-bromo-4-hydroxyphenyl)-1,5-dihydro-2H-pyrrol-2-one O1C(=CC2=C1C=CC=C2)C(=O)C2=C(C(N(C2C2=CC(=C(C=C2)O)Br)C=2SC(=NN2)SCC2=C(C=CC=C2)Cl)=O)O